ClC1=NC(=NC(=N1)C1=CC=CC=C1)C1=CC=2C3(C4=CC=CC=C4C2C=C1)C1=CC=CC=C1C=1C=CC=CC13 2-chloro-4-phenyl-6-(9,9'-spirobi[9H-fluorene]-2-yl)-1,3,5-triazine